6-(1,2,4-oxadiazol-3-yl)thiazolo[4,5-c]pyridin-2-amine O1N=C(N=C1)C1=CC2=C(C=N1)N=C(S2)N